1-((3R,4R)-4-methoxytetrahydrofuran-3-yl)piperazine CO[C@@H]1[C@@H](COC1)N1CCNCC1